CCCCOC1=CC=C(C=C1)OCCCN2CCOCC2 The molecule is a member of the class of morpholines that is morpholine substituted at the nitrogen atom by a 3-(4-butoxyphenoxy)propyl group. It has a role as a local anaesthetic. It is a member of morpholines and an aromatic ether.